O=C(NCCOCCOCCOCCOCCNC(OC(C)(C)C)=O)C1=CC2=CC=CC(=C2C=C1)C1=CC=C(C=C1)C(F)(F)F Tert-Butyl (1-oxo-1-(5-(4-(trifluoromethyl)phenyl)naphthalen-2-yl)-5,8,11,14-tetraoxa-2-azahexadecan-16-yl)carbamate